COCCN1N=NC(=C1)C=1C=C(OC2=CC=C(C=N2)C(=O)Cl)C=CC1 6-[3-[1-(2-methoxyethyl)triazol-4-yl]phenoxy]pyridine-3-carbonyl chloride